6-(Cyclopropanecarboxamido)-4-((1-ethyl-7-methoxy-2-methyl-1H-benzo[d]imidazol-6-yl)amino)-N-(methyl-d3)nicotinamide C1(CC1)C(=O)NC1=NC=C(C(=O)NC([2H])([2H])[2H])C(=C1)NC=1C=CC2=C(N(C(=N2)C)CC)C1OC